2-(tert-butoxycarbonylamino)ethyl 4-methylbenzenesulfonate CC1=CC=C(C=C1)S(=O)(=O)OCCNC(=O)OC(C)(C)C